ClC=1C(=C(C(=CC1)F)C=1C(N(N=C(C1O)C)C)=O)CCC1=CC=C(C=C1)C1CC1 4-[3-chloro-2-[2-(4-cyclopropylphenyl)ethyl]-6-fluoro-phenyl]-5-hydroxy-2,6-dimethyl-pyridazin-3-one